(aminomethyl)-1-methyl-1H-pyrazol NCC1=NN(C=C1)C